BrC1=CC=CC(=N1)OCC=1C(=CC(=NC1)C(=O)NCC1=NN(C=C1)C)Cl 5-(((6-bromopyridin-2-yl)oxy)methyl)-4-chloro-N-((1-methyl-1H-pyrazol-3-yl)methyl)picolinamide